COC(C1=C(N=C(C=C1)N1C=NC2=C1C=C(C(=C2)OC)OC)C2=CC(=CC=C2)Cl)=O 2-(3-chlorophenyl)-6-(5,6-dimethoxy-1H-benzo[d]imidazol-1-yl)nicotinic acid methyl ester